(4-(2-fluoro-4-(1H-pyrazol-4-yl)phenyl)piperidin-1-yl)(1-hydroxycyclohexyl)methanone 4-(2-(pyridin-3-yl)thiazol-5-yl)phenyl-4-bromobenzenesulfonate N1=CC(=CC=C1)C=1SC(=CN1)C1=CC=C(C=C1)OS(=O)(=O)C1=CC=C(C=C1)Br.FC1=C(C=CC(=C1)C=1C=NNC1)C1CCN(CC1)C(=O)C1(CCCCC1)O